(-)-(2S)-1-oxo-1-(2-propanyl oxy)-2-propanyl 2,2-dimethylpropanoate CC(C(=O)O[C@H](C(OC(C)C)=O)C)(C)C